C1(CC1)CNC=1C=C2C=CN=C(C2=CC1OC)NC1=CC=C(C=C1)S(=O)(=O)C N6-(cyclopropylmethyl)-7-methoxy-N1-(4-methylsulfonylphenyl)isoquinoline-1,6-diamine